bis(2,6-dimethoxy-benzoyl)-(2,4,4-trimethyl-pentyl)phosphine oxide COC1=C(C(=O)P(CC(CC(C)(C)C)C)(C(C2=C(C=CC=C2OC)OC)=O)=O)C(=CC=C1)OC